FC1CCN(CC1)CCOC1=CC=2C=3C=C4C(=C(C3N(C2C=C1)C)C)C=CN=C4 9-(2-(4-fluoropiperidin-1-yl)ethoxy)-5,6-dimethyl-6H-pyrido[4,3-b]carbazole